ClC1=C2C=C(NC2=CC(=C1OCC1=CC=C(C=C1)C(F)F)Cl)C(=O)O 4,6-Dichloro-5-((4-(difluoromethyl)benzyl)oxy)-1H-indole-2-carboxylic acid